(R)-3-(3-(5-(3-Hydroxy-1-methyl-2-oxopyrrolidin-3-yl)isoxazol-3-yl)phenyl)-5,6,7,8-tetrahydroisoquinoline-1-carboxamide O[C@@]1(C(N(CC1)C)=O)C1=CC(=NO1)C=1C=C(C=CC1)C=1N=C(C=2CCCCC2C1)C(=O)N